7-[5-chloro-3-(difluoromethyl)pyridin-2-yl]-7-methoxy-4-oxospiro[2.5]oct-5-ene-5-carbonitrile ClC=1C=C(C(=NC1)C1(C=C(C(C2(CC2)C1)=O)C#N)OC)C(F)F